ClC=1C=C(C=C(C1)F)N(C(=O)Cl)C1=CC=CC=C1 3-chloro-5-fluorophenyl-(phenyl)carbamoyl chloride